(12R)-13-ethyl-12-methyl-12,13,15,16,17,18,19,20-octahydro-14H-6,22-(azeno)-11,7-(metheno)imidazo[2,1-c][1,4,13,15]oxatriazacycloicosin-14-one C(C)N1[C@@H](C=2C=CC=C(C3=CN4C(C(OCCCCCNC1=O)=N3)=NC=C4)C2)C